trimethylcyclohexane-1,3,5-tricarboxylic acid CC1(CC(CC(C1)(C(=O)O)C)(C(=O)O)C)C(=O)O